(8E)-8-undecenyl-magnesium chloride C(CCCCCC\C=C\CC)[Mg]Cl